C1(=CC=CC=C1)C1=NC(=NC(=N1)C1=CC=CC=C1)C=1C=C(C=CC1)C1=C(C(=NC(=C1N1C2=C(C=3C=CC=CC13)C=NC=C2)N2C1=C(C=3C=CC=CC23)C=NC=C1)N1C2=C(C=3C=CC=CC13)C=NC=C2)N2C1=C(C=3C=CC=CC23)C=NC=C1 5,5',5'',5'''-(4-(3-(4,6-diphenyl-1,3,5-triazin-2-yl)phenyl)pyridine-2,3,5,6-tetrayl)tetrakis(5H-pyrido[4,3-b]indole)